ClC=1C=C(SC1Cl)S(=O)(=O)NC1=C(C=CC=C1)C#CC1=CC=C(C(=O)O)C=C1 4-{2-[2-(4,5-dichlorothiophene-2-sulfonamido)phenyl]ethynyl}benzoic acid